COC(CCC(CCOS(=O)(=O)C1=CC=C(C)C=C1)(C)C)=O 4,4-dimethyl-6-(p-toluenesulfonyloxy)hexanoic acid methyl ester